NC1CN(C1)C=1C=CC=2N=CN=C(C2N1)NC1=C(C=C(C(=C1)Cl)Cl)F 6-(3-Aminoazetidin-1-yl)-N-(4,5-dichloro-2-fluorophenyl)pyrido[3,2-d]pyrimidin-4-amine